N-((2',3',4,4',6,6'-hexafluoro-[1,1'-biphenyl]-3-yl)sulfonyl)propionamide FC1=C(C(=CC(=C1F)F)F)C1=CC(=C(C=C1F)F)S(=O)(=O)NC(CC)=O